tert-butyl 4-(2-(4-(3-(4-chloro-3-cyclopropyl-1H-pyrrolo[2,3-b]pyridin-5-yl)phenyl)-3-oxopiperazin-1-yl) propoxy)piperidine-1-carboxylate ClC1=C2C(=NC=C1C=1C=C(C=CC1)N1C(CN(CC1)C(COC1CCN(CC1)C(=O)OC(C)(C)C)C)=O)NC=C2C2CC2